n-(chlorophenyl)-n'-hydroxyguanidine C1=CC(=CC=C1N=C(N)NO)Cl